N1(CCOCC1)C(=O)OCC#CC1=CNC2=NC=C(C=C21)C2=CC(=C(C(=C2)C)N2CCN(CC2)C)C 4-(3-(5-(3,5-dimethyl-4-(4-methylpiperazin-1-yl) phenyl)-1H-pyrrolo[2,3-b]pyridin-3-yl) prop-2-yn-1-yl) morpholinate